1,6-dihydroxynaphthalene, benzyltriphenylphosphonium salt C(C1=CC=CC=C1)[P+](C1=CC=CC=C1)(C1=CC=CC=C1)C1=CC=CC=C1.OC1=CC=CC2=CC(=CC=C12)O